FC1=C(C(=O)C2C(CCCC2)C(=O)O)C=CC(=C1)C1=CC(=NN1C1OCCCC1)C 2-{2-Fluoro-4-[3-methyl-1-(tetrahydro-2H-pyran-2-yl)-1H-pyrazol-5-yl]benzoyl}cyclohexanecarboxylic acid